CS(=O)(=O)OC(C)C=1N=NC(=CC1C)Cl 1-(6-chloro-4-methylpyridazin-3-yl)ethyl methanesulfonate